C(C)(C)(C)OC(N[C@H](C(=O)N1CCN(CC1)C1=C(C=C(C=C1)F)F)CO)=O (S)-(1-(4-(2,4-difluorophenyl)piperazin-1-yl)-3-hydroxy-1-oxopropan-2-yl)carbamic acid tert-butyl ester